P(=O)(OC)(OCC(C)C)O methyl isobutyl hydrogen phosphate